BrC=1C(=C(C=2C(=NSN2)C1)Br)F dibromo-5-fluoro-2,1,3-benzothiadiazole